3-(4-methyl-1H-pyrazol-1-yl)propan-1-one CC=1C=NN(C1)CCC=O